FC(C=1OC(=NN1)C=1C=NC(=CC1)C)F 2-(difluoromethyl)-5-(6-methyl-3-pyridyl)-1,3,4-oxadiazole